tert-Butyl 7-oxo-5-oxa-2-azaspiro[3.4]octane-2-carboxylate O=C1COC2(CN(C2)C(=O)OC(C)(C)C)C1